O1C=C(C2=C1C=CC=C2)C[C@H](NC(=O)C2C1CCOC21)B(O)O ((R)-2-(benzofuran-3-yl)-1-(2-oxabicyclo[3.1.0]hexane-6-carboxamido)ethyl)boronic acid